N-(2-aminoethyl)-aminopropyl-methyl-dimethoxysilane NCCNCCC[Si](OC)(OC)C